19-((2-((4-methyl-5-nitrothiazol-2-yl)carbamoyl)phenyl)amino)-19-oxo-4,7,10,13,16-pentaoxanonadecanoic acid CC=1N=C(SC1[N+](=O)[O-])NC(=O)C1=C(C=CC=C1)NC(CCOCCOCCOCCOCCOCCC(=O)O)=O